C=CCC (E)-butene